8-((5-Chloro-2-methoxypyridin-3-yl)sulfonyl)-3-(2-oxa-6-azaspiro[3.3]heptan-6-yl)-1-oxa-8-azaspiro[4.5]decane ClC=1C=C(C(=NC1)OC)S(=O)(=O)N1CCC2(CC(CO2)N2CC3(COC3)C2)CC1